ClC=1C(=C(C(=CC1N1CC2(CC(C2)CN(C)C)CC1)F)S(=O)(=O)N(C1=NC(=CC=C1)F)CC1=C(C=C(C=C1)OC)OC)F 3-chloro-N-(2,4-dimethoxybenzyl)-4-(2-((dimethylamino)methyl)-6-azaspiro[3.4]octan-6-yl)-2,6-difluoro-N-(6-fluoropyridin-2-yl)benzenesulfonamide